6-(1-Acetyl-4-Piperidyl)-4-[[(1R)-1-[4-(Difluoromethyl)-1H-Indol-6-yl]Ethyl]Amino]-8-Methyl-Pyrido[2,3-D]Pyrimidin-7-One C(C)(=O)N1CCC(CC1)C1=CC2=C(N=CN=C2N[C@H](C)C2=CC(=C3C=CNC3=C2)C(F)F)N(C1=O)C